(chloropropionyl)-5H-[1]benzopyran ClCCC(=O)C=1OC=2C(=CC1)CC=CC2